C(C)(C)(C)N1N=C(C(=CC1=O)C1=C(C=CC(=C1)Cl)C(C)=O)OCCOC Tert-butyl-5-(2-acetyl-5-chlorophenyl)-6-(2-methoxyethoxy)pyridazin-3(2H)-one